(Z)-3-(2-(4-(1-(2-(4-(1-(4-hydroxyphenyl)-2-phenylbut-1-en-1-yl)phenoxy)ethyl)pyrrolidin-3-yl)butyl)-5-oxo-5,7-dihydro-6H-pyrrolo[3,4-b]pyridin-6-yl)piperidine-2,6-dione OC1=CC=C(C=C1)/C(=C(\CC)/C1=CC=CC=C1)/C1=CC=C(OCCN2CC(CC2)CCCCC2=CC=C3C(=N2)CN(C3=O)C3C(NC(CC3)=O)=O)C=C1